C1(CC1)C=1N=CN(C1)C1=CC=C2C=CN(C(C2=C1)=O)C1=NC(=CC=C1)C1=NN=CN1[C@@H](CO)C (R)-7-(4-cyclopropyl-1H-imidazol-1-yl)-2-(6-(4-(1-hydroxy-2-propyl)-4H-1,2,4-triazol-3-yl)pyridin-2-yl)isoquinolin-1(2H)-one